C(C1=CC=CC=C1)C1CN(C1)C1=NC(=NC2=CC=C(C=C12)C=1C(=NOC1C)C)N1CCN(CC1)CCN(C)C 2-(4-(4-(3-benzylazetidin-1-yl)-6-(3,5-dimethylisoxazol-4-yl)quinazolin-2-yl)piperazin-1-yl)-N,N-dimethylethylamine